CN([C@H](CNC(CC(C)(C1=CC=CC=C1)C)=O)CC1=C(C=C(C=C1C)O)C)C (S)-N-(2-(dimethylamino)-3-(4-hydroxy-2,6-dimethylphenyl)propyl)-3-methyl-3-phenylbutyramide